p-Nitrophenyl chloroformate C1=CC(=CC=C1[N+](=O)[O-])OC(=O)Cl